C(C)(=O)O[C@@H]1[C@H](CCC1)CC1=C(C=C(C=C1)[C@@H](C(=O)O)C)F (S)-2-(4-(((1R,2S)-2-acetoxycyclopentyl)methyl)-3-fluorophenyl)propionic acid